1-(2-methoxy-5-(trifluoromethyl)phenyl)-3-methyl-6-(pyrazolo[1,5-a]pyrimidin-3-yl)-1H-pyrazolo[4,3-c]pyridine COC1=C(C=C(C=C1)C(F)(F)F)N1N=C(C=2C=NC(=CC21)C=2C=NN1C2N=CC=C1)C